1-(4-chlorophenyl)-1-cyclopentanecarboxylic acid ClC1=CC=C(C=C1)C1(CCCC1)C(=O)O